C(C)C1=CC=CC(=N1)C1=NNC=C1C1=NC2=CC(=CN=C2C=C1)N1CCC(CC1)N1CCCC1 2-[3-(6-ethyl-2-pyridyl)-1H-pyrazol-4-yl]-7-(4-pyrrolidin-1-yl-1-piperidyl)-1,5-naphthyridine